silver 1,1-cyclohexanedicarboxylic acid C1(CCCCC1)(C(=O)O)C(=O)O.[Ag]